ClC=1C=C(C(=NC1)C=O)NCC 5-CHLORO-3-ETHYLAMINO-PYRIDINE-2-CARBALDEHYDE